Methyl 5-(2-((tetrahydro-2H-pyran-2-yl)oxy)ethoxy)picolinate O1C(CCCC1)OCCOC=1C=CC(=NC1)C(=O)OC